BrC=1C=C(C=CC1OC)CCN1CCCCC1 1-(3-bromo-4-methoxyphenylethyl)piperidine